(3-chloro-6-(4,4-difluorobutyl)-5-iodopyrazin-2-yl)piperidine-4-carboxylic acid ethyl ester C(C)OC(=O)C1CCN(CC1)C1=NC(=C(N=C1Cl)I)CCCC(F)F